D-3-(1-naphthyl)alanine C1(=CC=CC2=CC=CC=C12)C[C@@H](N)C(=O)O